C1(=CC(=CC=C1)[C@@H](C)C1=C2C(=NC(=NC2=CC(=C1OC)OC)C)N)C1=CC=CC=C1 ((R)-1-(biphenyl-3-yl)ethyl)-6,7-dimethoxy-2-methylquinazolin-4-amine